3,5-bis(1,1-diethylethyl)-4-hydroxybenzenepropanoic acid, methyl ester C(C)C(C)(CC)C=1C=C(C=C(C1O)C(C)(CC)CC)CCC(=O)OC